3-[4-(Benzyloxy)-3-methoxyphenyl]-1-(4-hydroxyphenyl)-2-propen-1-one C(C1=CC=CC=C1)OC1=C(C=C(C=C1)C=CC(=O)C1=CC=C(C=C1)O)OC